2-methyl-N-[(1R)-1-[3-(1-methylpyrazol-4-yl)phenyl]ethyl]-5-piperazin-1-yl-benzamide CC1=C(C(=O)N[C@H](C)C2=CC(=CC=C2)C=2C=NN(C2)C)C=C(C=C1)N1CCNCC1